[N+](=O)([O-])C1=C([NH+](CC)CC)C=CC(=C1)[N+](=O)[O-] 2,4-dinitro-N,N-diethylanilinium